1-{6-[(R)-3-pyrrolidinylamino]-2-pyridyl}-2-allyl-6-(1-methyl-1H-indazol-5-ylamino)-1,2-dihydro-3H-1,2,5,7-tetraazainden-3-one N1C[C@@H](CC1)NC1=CC=CC(=N1)N1N(C(C2=CN=C(N=C12)NC=1C=C2C=NN(C2=CC1)C)=O)CC=C